N-cyclopropyl-8,9,10,11-tetrahydro-3H-pyrazolo[4,3-a]phenanthridine-7-carboxylic acid C1(CC1)N1NC=2C(=C3C=4CCCCC4C(=NC3=CC2)C(=O)O)C1